CNCCCCCNC dimethyl-1,5-pentylenediamine